S1C(=NC2=C1C=CC=C2)NC(=O)C=2C=CC=C1CCN(CC21)C2=CC=C(C(=N2)C(=O)NS(=O)(=O)C2=CC=C(C=C2)CCC(=O)O)C=2C=NN(C2C)CC2CCCCC2 3-(4-(N-(6-(8-(benzo[d]thiazol-2-ylcarbamoyl)-3,4-dihydroisoquinolin-2(1H)-yl)-3-(1-(cyclohexylmethyl)-5-methyl-1H-pyrazol-4-yl)picolinoyl)sulfamoyl)phenyl)propanoic acid